CC1(C(C(CC1)(C)C)(C)C)C hexamethylcyclopentane